5,10-dimethyl-5,6,9,10,11,12-hexahydropyrido[4'',3'':4',5']thieno[2',3':4,5]pyrimido[1,2-a]thieno[2,3-f][1,4]diazepine-4,13-dione CN1CC=2N(C3=C(C1=O)SC=C3)C(C3=C(N2)SC2=C3CCN(C2)C)=O